2-[[6-[5-chloro-3-(1H-pyrazol-4-yl)quinoxalin-6-yl]oxy-2-methyl-benzimidazol-1-yl]methoxy]ethyl-trimethyl-silane ClC1=C2N=C(C=NC2=CC=C1OC=1C=CC2=C(N(C(=N2)C)COCC[Si](C)(C)C)C1)C=1C=NNC1